3-(3-bromoprop-1-ynyl)-5-(trifluoromethyl)pyridine BrCC#CC=1C=NC=C(C1)C(F)(F)F